tert-butyl (S)-4-methyl-2-oxopyrrolidine-1-carboxylate C[C@H]1CC(N(C1)C(=O)OC(C)(C)C)=O